CC1(OB(OC1(C)C)C=C1CC2(CN(C2)C(=O)OC(C(F)(F)F)C(F)(F)F)C1)C 1,1,1,3,3,3-hexafluoropropan-2-yl 6-((4,4,5,5-tetramethyl-1,3,2-dioxaborolan-2-yl)methylene)-2-azaspiro[3.3]heptane-2-carboxylate